(R)-1-isopropyl-N-(3-methyl-1,1-dioxidothietan-3-yl)-3-(3-(methylsulfonyl)phenyl)-4,5,6,7-tetrahydro-1H-indazole-6-carboxamide C(C)(C)N1N=C(C=2CC[C@H](CC12)C(=O)NC1(CS(C1)(=O)=O)C)C1=CC(=CC=C1)S(=O)(=O)C